3-((4S,5R)-4-hydroxy-5-(hydroxymethyl)tetrahydrofuran-2-yl)pyrimidine-2,4(1H,3H)-dione O[C@H]1CC(O[C@@H]1CO)N1C(NC=CC1=O)=O